3-((7-(5-Chloro-1-(2,3-dihydroxypropyl)-1H-indol-7-yl)thieno[3,2-b]pyridine-2-yl)methyl)-6,6-dimethyl-3-azabicyclo[3.1.0]hexane-2,4-dione ClC=1C=C2C=CN(C2=C(C1)C1=C2C(=NC=C1)C=C(S2)CN2C(C1C(C1C2=O)(C)C)=O)CC(CO)O